4-((R)-5H-imidazo[5,1-a]isoindol-5-yl)pyrrolidin-3-ol C=1N=CN2C1C1=CC=CC=C1[C@H]2C2C(CNC2)O